(4-(trifluoromethoxy)phenyl)quinazolin-4(3H)-one FC(OC1=CC=C(C=C1)C1=NC2=CC=CC=C2C(N1)=O)(F)F